butyl (4-(4-(tert-butyl)phenyl)imidazo[1,2-a]quinoxalin-7-yl)carbamate C(C)(C)(C)C1=CC=C(C=C1)C=1C=2N(C3=CC=C(C=C3N1)NC(OCCCC)=O)C=CN2